R-ethyl glycerate C([C@H](O)CO)(=O)OCC